2,2'-diamino-4,4'-dimethyl-1,1'-biphenyl NC1=C(C=CC(=C1)C)C1=C(C=C(C=C1)C)N